O1C=C(C=C1)CN(CCC=O)C 3-[(FURAN-3-YLMETHYL)(METHYL)AMINO]PROPANAL